ONC(=O)C1C2C=CC(C1C(=O)N)C2 endo-N-hydroxy-5-norbornene-2,3-dicarboxamide